CC(C)(C)C1=CC(=CC=C2C=C(C(=O)C(=C2)C(C)(C)C)C(C)(C)C)C=C(C1=O)C(C)(C)C 3,3',5,5'-tetra-tert-butyl-4,4'-stilbenequinone